(1R,3S,5R)-2-(2-(3-acetyl-7-methyl-5-(2-methylpyrimidin-5-yl)-1H-indazol-1-yl)acetyl)-5-methyl-N-((1R,2S)-2-methylcyclohexyl)-2-azabicyclo[3.1.0]hexane-3-carboxamide C(C)(=O)C1=NN(C2=C(C=C(C=C12)C=1C=NC(=NC1)C)C)CC(=O)N1[C@@H]2C[C@@]2(C[C@H]1C(=O)N[C@H]1[C@H](CCCC1)C)C